3-(3,6-dichloropyrazolo[3,4-d]pyrimidin-1-yl)propan-1-ol ClC1=NN(C2=NC(=NC=C21)Cl)CCCO